racemic-5,7-difluoro-3,4-dihydro-2H-1-benzopyran-4-ol FC1=CC(=CC2=C1[C@@H](CCO2)O)F |r|